4-(propan-2-yl)piperazine-1-carboxylic acid (1S,2R)-2-amino-3,3-difluorocyclohexyl ester N[C@@H]1[C@H](CCCC1(F)F)OC(=O)N1CCN(CC1)C(C)C